3,5-dibromophenethylamine BrC=1C=C(CCN)C=C(C1)Br